[Na+].P(=O)(O)([O-])[O-].[Zr+4].[Ag+].P(=O)(O)([O-])[O-].P(=O)(O)([O-])[O-] silver zirconium hydrogen phosphate sodium salt